2-(2-(5-Methyl-2-((tetrahydro-2H-pyran-4-yl)amino)pyrimidin-4-yl)-4-oxo-6,7-dihydrothieno[3,2-c]pyridin-5(4H)-yl)propanoic acid CC=1C(=NC(=NC1)NC1CCOCC1)C1=CC=2C(N(CCC2S1)C(C(=O)O)C)=O